(2R,4R)-1-([1,3]dioxolo[4,5-c]pyridin-4-ylmethyl)-4-hydroxy-N-(4-(pyridin-3-yl)phenyl)pyrrolidine-2-carboxamide O1COC=2C(=NC=CC21)CN2[C@H](C[C@H](C2)O)C(=O)NC2=CC=C(C=C2)C=2C=NC=CC2